3-(3-ethyl-2,4-dioxo-1,2,3,4-tetrahydroquinazolin-7-yl)benzamide C(C)N1C(NC2=CC(=CC=C2C1=O)C=1C=C(C(=O)N)C=CC1)=O